Tert-butyl (5-(6-chloro-1H-indazol-5-yl)pyridin-2-yl)carbamate ClC1=C(C=C2C=NNC2=C1)C=1C=CC(=NC1)NC(OC(C)(C)C)=O